OCC1=C(C=C(CN2C(OCC2)=O)C=C1)[N+](=O)[O-] 3-(4-(hydroxymethyl)-3-nitrobenzyl)oxazolidin-2-one